3-(5-(difluoromethyl)-1,3,4-thiadiazol-2-yl)-8-((3S,5S)-3,5-dimethylpiperazin-1-yl)-N-(3-methyloxetan-3-yl)imidazo[1,2-a]pyridine-6-sulfonamide FC(C1=NN=C(S1)C1=CN=C2N1C=C(C=C2N2C[C@@H](N[C@H](C2)C)C)S(=O)(=O)NC2(COC2)C)F